2-[[4-[[[4-(Aminosulfonyl)phenyl]methyl]amino]-5-methyl-6-(4-tertbutyloxycarbonyl-1-piperazinyl)-2-pyrimidinyl]amino]-4-methyl-5-thiazolecarboxylic acid, ethyl ester NS(=O)(=O)C1=CC=C(C=C1)CNC1=NC(=NC(=C1C)N1CCN(CC1)C(=O)OC(C)(C)C)NC=1SC(=C(N1)C)C(=O)OCC